C(C)(C)(C)OC(NCCC1=CC(=CC=C1)NC1=NC(=C(N=C1C(N)=O)CC)OCC)=O (3-((3-carbamoyl-6-ethoxy-5-ethylpyrazin-2-yl)amino)phenethyl)carbamic acid tert-butyl ester